(R)-7-(2-cyclopropyl-benzyl)-5-[1-(2-cyclopropyl-6-fluoro-phenyl)-piperidin-4-yl]-2,4-dimethyl-2,4,5,7-tetrahydro-pyrazolo[3,4-d]pyrimidin-6-one C1(CC1)C1=C(CN2C(N([C@@H](C=3C2=NN(C3)C)C)C3CCN(CC3)C3=C(C=CC=C3F)C3CC3)=O)C=CC=C1